C(C)(=O)N1CCN(CC1)C=1C=CC(=NC1)NC(CC=1C=C(C(=NC1)C1=CC(=NC=C1)F)C)=O N-(5-(4-acetylpiperazin-1-yl)pyridin-2-yl)-2-(2'-fluoro-3-methyl-[2,4'-bipyridin]-5-yl)acetamide